5-(2-(methylsulfinyl)-6-(trifluoromethyl)pyrimidin-4-yl)-1-(3-propoxybenzyl)pyridin-2(1H)-one CS(=O)C1=NC(=CC(=N1)C=1C=CC(N(C1)CC1=CC(=CC=C1)OCCC)=O)C(F)(F)F